4-(2-methoxyvinyl)pyrrolidine-1-carboxylate COC=CC1CCN(C1)C(=O)[O-]